4-[4-(2,3-dihydro-1H-inden-4-yloxy)-3-methoxyphenyl]-2H,4H,5H,6H,7H-pyrazolo[3,4-b]pyridin-6-one C1CCC2=C(C=CC=C12)OC1=C(C=C(C=C1)C1C=2C(NC(C1)=O)=NNC2)OC